COC=1C=C(C=CC1C=C)C1(CCC(CC1)N1C(C2=CC=CC(=C2C1)C)=O)C(=O)N (3-Methoxy-4-vinylphenyl)-4-(4-methyl-1-oxoisoindolin-2-yl)cyclohexane-1-carboxamide